ClC=1C2=CN(N=C2C=CC1C1=NNC2=NC(=CN=C21)N2C[C@H]1C([C@H]1C2)(C2=NC=C(C=C2)C)CN)C ((1R,5S,6r)-3-(3-(4-chloro-2-methyl-2H-indazol-5-yl)-1H-pyrazolo[3,4-b]pyrazin-6-yl)-6-(5-methylpyridin-2-yl)-3-azabicyclo[3.1.0]hexan-6-yl)methanamine